N[C@@H]1C2=CC(=CC=C2CC12CCN(CC2)C2=NC(=C(N=C2)SC2=C(C(=NC=C2)N)Cl)N)NS(=O)(=O)C (S)-N-(1-amino-1'-(6-amino-5-((2-amino-3-chloropyridin-4-yl)thio)pyrazin-2-yl)-1,3-dihydrospiro[indene-2,4'-piperidin]-6-yl)methane-sulfonamide